OCC(=O)N1C2=C(OCC1)N=CC(=C2)NC2=CC=C(C=N2)C2=CC=C(C=C2)N2C(CCC2)=O 1-(4-(6-((1-(2-hydroxy-acetyl)-2,3-dihydro-1H-pyrido[2,3-b][1,4]oxazin-7-yl)amino)pyridin-3-yl)phenyl)pyrrolidin-2-one